ClC=1C=C(N)C=C(C1F)Cl 3,5-dichloro-4-fluoro-aniline